1-(4-(2-(N-(tert-butyl)sulfamoyl)-5-isobutylthiophen-3-yl)benzyl)-1H-imidazol C(C)(C)(C)NS(=O)(=O)C=1SC(=CC1C1=CC=C(CN2C=NC=C2)C=C1)CC(C)C